FC1=CC(=C(C=C1F)C(/C=C/C=1C=C(C(=O)OC)C=CC1)=O)O (E)-Methyl 3-(3-(4,5-difluoro-2-hydroxyphenyl)-3-oxoprop-1-en-1-yl)benzoate